[V].C(C)(=O)C(C(C)=O)C(C)=O diacetylacetone vanadium